(15R)-5-chloro-15-methyl-11-thia-6,14,17-triazatetracyclo[8.8.0.0^2,7.0^12,18]octadeca-1(10),2(7),3,5,8,12(18)-hexaen-13-one ClC=1C=CC=2C=3C=4NC[C@H](NC(C4SC3C=CC2N1)=O)C